(S)-N-(1-(6-chloro-5-fluoro-1-(oxetan-3-yl)-1H-pyrrolo[2,3-b]pyridin-3-yl)-2,2-difluoroethyl)cyclopropanesulfonamide ClC1=C(C=C2C(=N1)N(C=C2[C@@H](C(F)F)NS(=O)(=O)C2CC2)C2COC2)F